3-oxooctahydroisobenzofuran-3a-carboxamide O=C1OCC2CCCCC12C(=O)N